CO[SiH]1N(CCC1)C 1-methoxy-2-methyl-1-sila-2-azacyclopentane